CC1=C(C(NC(=C1)C)=O)CN1C(C=2C(=C3C(=C(C2CC1)C=1OC(=CC1)C)OC(O3)(C)[C@@H]3CC[C@H](CC3)N(C)C)C)=O 6-((4,6-dimethyl-2-oxo-1,2-dihydropyridin-3-yl)methyl)-2-(trans-4-(dimethylamino)cyclohexyl)-2,4-dimethyl-9-(5-methylfuran-2-yl)-7,8-dihydro-[1,3]dioxolo[4,5-g]isoquinolin-5(6H)-one